CS(=O)(=O)OCCOC1CCN(CC1)C(=O)OC(C)(C)C tert-Butyl 4-(2-methylsulfonyloxyethoxy)-piperidine-1-carboxylate